(S)-N1-(7-((1-hydroxycyclohexyl)ethynyl)-5-methyl-4-oxo-2,3,4,5-tetrahydrobenzo[b][1,4]oxazepin-3-yl)-N2-phenethyloxalamide OC1(CCCCC1)C#CC1=CC2=C(OC[C@@H](C(N2C)=O)NC(C(=O)NCCC2=CC=CC=C2)=O)C=C1